calcium chloro-hydroxy naphthoate C1(=CC=CC2=CC=CC=C12)C(=O)OOCl.[Ca]